3-((5-Chloropyridin-3-yl)oxy)-1-(piperidin-4-ylmethyl)-1H-pyrrole-2,5-dione hydrochloride Cl.ClC=1C=C(C=NC1)OC=1C(N(C(C1)=O)CC1CCNCC1)=O